3-[(3-cyclopropyl-2-fluorophenyl)sulfinyl]-N-[2-(2,4-dimethylphenyl)-2,2-difluoroethyl]cinnoline-4-carboxamide C1(CC1)C=1C(=C(C=CC1)S(=O)C=1N=NC2=CC=CC=C2C1C(=O)NCC(F)(F)C1=C(C=C(C=C1)C)C)F